Tert-butyl (R)-7-(3-(10-methyl-8-oxo-9,10,11,12-tetrahydro-8H-[1,4]diazepino[5',6':4,5]thieno[3,2-f]quinolin-3-yl)phenyl)-2,7-diazaspiro[3.5]nonane-2-carboxylate C[C@H]1NC(C2=C(C=3C=4C=CC(=NC4C=CC3S2)C=2C=C(C=CC2)N2CCC3(CN(C3)C(=O)OC(C)(C)C)CC2)NC1)=O